Cl.FC(C1=NC=CC(=C1)C=1C=CC=C2C(COCC12)CN)(F)F (8-(2-(trifluoromethyl)pyridin-4-yl)isochroman-4-yl)methanamine hydrochloride